(R or S)-5-(2-(3-(2-(5-fluoro-thiophen-2-yl)ethyl)-3-(1H-imidazol-2-yl)pyrrolidin-1-yl)propan-2-yl)-2-methylpyridine citrate C(CC(O)(C(=O)O)CC(=O)O)(=O)O.FC1=CC=C(S1)CC[C@@]1(CN(CC1)C(C)(C)C=1C=CC(=NC1)C)C=1NC=CN1 |o1:21|